(2S)-3-(4-methoxyphenyl)-2-[4-[1-[(5-phenyl-2-thienyl)sulfonyl]-2-piperidyl]triazol-1-yl]propanehydroxamic acid COC1=CC=C(C=C1)C[C@@H](C(=O)NO)N1N=NC(=C1)C1N(CCCC1)S(=O)(=O)C=1SC(=CC1)C1=CC=CC=C1